N\C(=C(/C(=O)OCC)\C#N)\C(Cl)(Cl)Cl (Z)-ethyl 3-amino-4,4,4-trichloro-2-cyano-butenoate